NC1=C2C(=NC=N1)N(N=C2C2=CC=C(C=C2)OC2=CC=CC=C2)C2CCN(CC2)C(CCSC2=C1CN(C(C1=CC=C2)=O)C2C(NC(CC2)=O)=O)=O 3-(4-((3-(4-(4-amino-3-(4-phenoxyphenyl)-1H-pyrazolo[3,4-d]pyrimidin-1-yl)piperidine-1-yl)-3-oxopropyl)thio)-1-oxoisoindolin-2-yl)piperidine-2,6-dione